trimethylolmethyl-amine C(O)C(CO)(CO)N